nickel-cobalt-manganese salt [Mn].[Co].[Ni]